The molecule is a member of the class of dithiocarbamic acids that is dithiocarbamic acid in which a hydrogen attached to the amino group has been replaced by a methyl group. It is used (most widely as the corresponding sodium salt, metam-sodium) as an agricultural pesticide, mainly as a broad spectrum soil fumigant for the control of weeds, nematodes, soil-borne insects and fungi. It has a role as a profungicide, a proherbicide, a proinsecticide and a pronematicide. It is an organosulfur insecticide and a member of dithiocarbamic acids. It is a conjugate acid of a metam(1-). CNC(=S)S